N-(2-Pyrrolidin-1-yl-ethyl)-succinamic acid 2,6-diisopropylphenyl ester hydrochloride Cl.C(C)(C)C1=C(C(=CC=C1)C(C)C)OC(CCC(=O)NCCN1CCCC1)=O